BrC=1C(=CC=C2C(=CNC12)C1=NC(=NC=C1Cl)N[C@H]1CC[C@@H](N(C1)C(=O)OCC1=CC=CC=C1)C)C#N Benzyl (2S,5S)-5-((4-(7-bromo-6-cyano-1H-indol-3-yl)-5-chloropyrimidin-2-yl)amino)-2-methylpiperidine-1-carboxylate